FC1=C(C(=O)N)C=C(C(=C1)NC1=NC=C2N(C(N(C2=N1)C1CCOCC1)=O)CF)C 2-fluoro-4-((7-(fluoromethyl)-8-oxo-9-(tetrahydro-2H-pyran-4-yl)-8,9-dihydro-7H-purin-2-yl)amino)-5-methylbenzamide